α-(2-chlorobenzenesulfonyloxyimino)-4-methoxyphenylacetonitrile ClC1=C(C=CC=C1)S(=O)(=O)ON=C(C#N)C1=CC=C(C=C1)OC